C1(CC1)S(=O)(=NC)CCC1=NN2C(=NC=3C(=CC=CC3C2=N1)OC)NCC1=C(C=C(C=C1)OC)OC cyclopropyl(2-(5-((2,4-dimethoxybenzyl)amino)-7-methoxy-[1,2,4]triazolo[1,5-c]quinazolin-2-yl)ethyl)(methylimino)-λ6-sulfanone